3-(4-bromophenyl)-quinolin BrC1=CC=C(C=C1)C=1C=NC2=CC=CC=C2C1